tert-butyl 3-(1-amino-2-(4-fluorophenyl)-3-hydroxypropan-2-yl)pyrrolidine-1-carboxylate NCC(CO)(C1=CC=C(C=C1)F)C1CN(CC1)C(=O)OC(C)(C)C